diethyl (S)-2-((tertbutoxycarbonyl)amino)-5-oxoheptanedioate C(C)(C)(C)OC(=O)N[C@H](C(=O)OCC)CCC(CC(=O)OCC)=O